C1(=CC=CC=C1)P(C=1C=C(C=CC1)C1=CC=C(C=C1)C1=CC=C2C=CC3=CC=CC4=CC=C1C2=C34)(C3=CC=CC=C3)=O diphenyl(4'-(pyren-1-yl)-[1,1'-biphenyl]-3-yl)phosphine oxide